2-(Quinolin-2-yl)-2,7-diazaspiro[4.5]decane-6,8-dione N1=C(C=CC2=CC=CC=C12)N1CC2(CC1)C(NC(CC2)=O)=O